tert-butyl (S)-3,3-difluoro-4-((4-(trifluoromethyl)pyridin-2-yl)oxy)pyrrolidine-1-carboxylate FC1(CN(C[C@@H]1OC1=NC=CC(=C1)C(F)(F)F)C(=O)OC(C)(C)C)F